ClC1=CC(=C2C(=N1)C(=NN2COCC[Si](C)(C)C)NC2CCC2)C(CO)O (5-chloro-3-(cyclobutylamino)-1-((2-(trimethylsilyl)ethoxy)methyl)-1H-pyrazolo[4,3-b]pyridin-7-yl)ethane-1,2-diol